(R)-N-((1H-pyrrolo[3,2-c]pyridine-2-yl)methyl)-2-(5-((1-(dibenzo[b,d]furan-2-yl)ethyl)amino)-2-(4-(3-fluorooxetan-3-yl)phenyl)-6-oxopyrimidin-1(6H)-yl)acetamide N1C(=CC=2C=NC=CC21)CNC(CN2C(=NC=C(C2=O)N[C@H](C)C2=CC1=C(OC3=C1C=CC=C3)C=C2)C2=CC=C(C=C2)C2(COC2)F)=O